O[C@]1(CCN(CC12CCCC2)C([C@@H](CC(F)(F)F)C)=O)CN2C=C(C(=CC2=O)C2=CC=CC=C2)C(=O)N2CCN(CC2)C(=O)OC(C)(C)C tert-Butyl 4-(1-(((S)-10-hydroxy-7-((R)-4,4,4-trifluoro-2-methylbutanoyl)-7-azaspiro[4.5]decan-10-yl)methyl)-6-oxo-4-phenyl-1,6-dihydropyridine-3-carbonyl)piperazine-1-carboxylate